Dibutoxymethyl-(3-isopropenylphenyl)silane methyl-2-(2-(4,6-bis(trifluoromethyl)-1,3,5-triazin-2-yl)-6-chloro-2,3,4,9-tetrahydro-1H-pyrido[3,4-b]indol-1-yl)acetate COC(CC1N(CCC2=C1NC1=CC=C(C=C21)Cl)C2=NC(=NC(=N2)C(F)(F)F)C(F)(F)F)=O.C(CCC)OC(OCCCC)[SiH2]C2=CC(=CC=C2)C(=C)C